C(C)(=O)O[N+]1=CC=CC=C1 N-acetoxypyridinium